1-[2-(trifluoromethyl)phenyl]-1H-imidazole-4-carboxamide FC(C1=C(C=CC=C1)N1C=NC(=C1)C(=O)N)(F)F